1H-benzotriazol-1-yloxy-tris(pyrrolidino)phosphonium hexafluorophosphate F[P-](F)(F)(F)(F)F.N1(N=NC2=C1C=CC=C2)O[P+](N2CCCC2)(N2CCCC2)N2CCCC2